1-(2-chlorophenyl)-4-((1-methyl-1H-pyrazol-4-yl)amino)-7-(trifluoromethyl)-pyrido[2,3-d]pyrimidin-2(1H)-one ClC1=C(C=CC=C1)N1C(N=C(C2=C1N=C(C=C2)C(F)(F)F)NC=2C=NN(C2)C)=O